NCCCN(CCCN)C N,N-Bis(3-aminopropyl)methylamin